N(N)C(=O)[C@H]1N([C@@H]2CC[C@H]1C2)C(=O)OC(C)(C)C tert-butyl (1R,3S,4S)-3-(hydrazinecarbonyl)-2-azabicyclo[2.2.1]heptane-2-carboxylate